C12(CC3CC(CC(C1)C3)C2)NCC=2N=C(SC2)CSC2=C3CN(C(C3=CC(=C2)F)=O)C2C(NC(CC2)=O)=O 3-(4-(((4-(((adamantan-1-yl)amino)methyl)thiazol-2-yl)methyl)thio)-6-fluoro-1-oxoisoindolin-2-yl)piperidine-2,6-dione